C(CCCCCCCCCCCCCCC)N(CCCCCCCCCCCCCCCCCC)O N-hexadecyl-N-octadecylhydroxyl-amine